2-propyl-4,5-imidazoledicarboxylic acid ethyl ester C(C)OC(=O)C=1N=C(NC1C(=O)O)CCC